BrC=1N=C(N2C1C=NC=C2)C2CCC2 1-bromo-3-cyclobutylimidazo[1,5-a]pyrazine